(±)-8-(2-hydroxy-2-methylcyclopentyl)-2-((1-(methylsulfonyl)piperidin-4-yl)amino)pyrido[2,3-d]pyrimidin-7(8H)-one OC1(C(CCC1)N1C(C=CC2=C1N=C(N=C2)NC2CCN(CC2)S(=O)(=O)C)=O)C